C(C)(C)C1CCN(CC1)C1=NC=C(C=N1)NC1C2CC3(CC(CC1C3)C2)C(=O)N 4-((2-(4-isopropylpiperidin-1-yl)pyrimidin-5-yl)amino)adamantane-1-carboxamide